C(C1=CC=CC=C1)N1C(C2=CC=C(C=C2C=C1)C1=C(C=CC=C1)OC)=O 2-benzyl-6-(2-methoxyphenyl)isoquinolin-1(2H)-one